4-(6-(benzyloxy)-3-chloro-1H-indol-1-yl)-5-chloro-2-fluoro-N-(methylsulfonyl)benzamide C(C1=CC=CC=C1)OC1=CC=C2C(=CN(C2=C1)C1=CC(=C(C(=O)NS(=O)(=O)C)C=C1Cl)F)Cl